C1=C(C=CC2=CC=CC=C12)[C@H](C)N (S)-1-(2-naphthyl)ethane-1-amine